(R)-5-(5-(4-methoxyphenyl)-1-propionyl-4,5-dihydro-1H-pyrazol-3-yl)-4-methylthieno[2,3-b]pyridin-6(7H)-one COC1=CC=C(C=C1)[C@H]1CC(=NN1C(CC)=O)C1=C(C2=C(NC1=O)SC=C2)C